C(CCC=C)C1CCC(CC1)CC(=O)O 2-[4-(4-pentenyl)cyclohexyl]acetic acid